2-[6-(2-chlorophenoxy)-5-fluoropyrimidin-4-yloxyphenyl](5,6-dihydro-1,4,2-dioxazin-3-yl)methanone O-methyloxime CON=CC1N(OCCO1)C1=C(C=CC=C1)OC1=NC=NC(=C1F)OC1=C(C=CC=C1)Cl